2-[5-oxo-1-[(4-phenylphenyl)methyl]pyrrolidin-2-yl]-N-pentylacetamid O=C1CCC(N1CC1=CC=C(C=C1)C1=CC=CC=C1)CC(=O)NCCCCC